cis-1-(5-ethyl-1,3,4-oxadiazol-2-yl)-N-(4-(5-fluoropyrimidin-2-yl)-5-(trifluoromethyl)pyridin-2-yl)-3-methyl-6-azabicyclo[3.1.1]heptane-6-carboxamide C(C)C1=NN=C(O1)C12CC(CC(N1C(=O)NC1=NC=C(C(=C1)C1=NC=C(C=N1)F)C(F)(F)F)C2)C